NC1=CC=C(C(=N1)C(F)(F)F)SC=1C=CC=2C(=NC=C(N2)N2CCC3([C@@H]([C@@H](OC3)C)N)CC2)N1 (3S,4S)-8-(6-((6-amino-2-(trifluoromethyl)pyridin-3-yl)thio)pyrido[2,3-b]pyrazin-2-yl)-3-methyl-2-oxa-8-azaspiro[4.5]decan-4-amine